[Y].[Zr] Zirconium-yttrium